tert-butyl ((S)-1-(4-(1-methyl-4-((R)-2-methylbut-3-enamido)-1H-pyrazol-5-yl)pyridin-2-yl)but-3-en-1-yl)carbamate CN1N=CC(=C1C1=CC(=NC=C1)[C@H](CC=C)NC(OC(C)(C)C)=O)NC([C@@H](C=C)C)=O